CC1=C(C=C(C=C1)C1=CC=C(C=C1)OCCN1CCN(CC1)C)N(C(=S)NC(C1=CC=CC=C1)=O)CCC N-((4-Methyl-4'-(2-(4-methylpiperazin-1-yl)ethoxy)-[1,1'-biphenyl]-3-yl)(propyl)carbamothioyl)benzamide